COC(=O)C1(COCC1)NC(=O)C1(CC(=NO1)C1=CC(=CC(=C1)F)F)C 3-[[3-(3,5-difluorophenyl)-5-methyl-4H-isoxazole-5-carbonyl]amino]tetrahydrofuran-3-carboxylic acid methyl ester